CC1=CC(=CO1)[C@H]1N(OCC1)C(=O)C1CCN(CC1)C1=NC=CC(=N1)C#N (S)-2-(4-(3-(5-methylfuran-3-yl)isoxazolidine-2-carbonyl)piperidin-1-yl)pyrimidine-4-carbonitrile